C(C)OC(=O)C=1OC(=NN1)C1=CC(=C(C=C1)NC1=NC=2N([C@@H](C(N(C2C=N1)C)=O)CC)C1CCCC1)OC (R)-5-(4-((8-cyclopentyl-7-ethyl-5-methyl-6-oxo-5,6,7,8-tetrahydropteridin-2-yl)amino)-3-methoxyphenyl)-1,3,4-oxadiazol-2-carboxylic acid ethyl ester